(R/S)-tert-butyl-4-((5-(difluoromethyl)-2H-tetrazol-2-yl)(phenyl)methyl)piperidine-1-carboxylate C(C)(C)(C)OC(=O)N1CCC(CC1)[C@H](C1=CC=CC=C1)N1N=C(N=N1)C(F)F |r|